rac-(5S,7S)-2-bromo-5-phenyl-6,7-dihydro-5H-pyrrolo[1,2-b][1,2,4]triazol-7-ol BrC=1N=C2N(N1)[C@@H](C[C@@H]2O)C2=CC=CC=C2 |r|